6-chloro-N-[2-(2,4-dimethylphenyl)-2,2-difluoro-ethyl]-3-[3-(trifluoromethyl)phenoxy]pyridazine-4-carboxamide ClC1=CC(=C(N=N1)OC1=CC(=CC=C1)C(F)(F)F)C(=O)NCC(F)(F)C1=C(C=C(C=C1)C)C